4-amino-2-(2-cyano-4-methylacrylamidophenyl)-3-(4-((4-methylpyrimidin-2-yl)oxy)phenyl)thieno[3,2-c]pyridine-7-carboxamide NC1=NC=C(C2=C1C(=C(S2)C2=C(C=C(C=C2)NC(C=CC)=O)C#N)C2=CC=C(C=C2)OC2=NC=CC(=N2)C)C(=O)N